1-(6-bromo-2,3-dihydro-4H-benzo[b][1,4]oxazin-4-yl)ethan BrC1=CC2=C(OCCN2CC)C=C1